tert-butyl 5-cyclopropyl-4-(((3S,4S)-3-(4-(methoxycarbonyl)phenyl)-1-(2,2,2-trifluoroethyl)piperidin-4-yl)methyl)-7-methyl-1H-indole-1-carboxylate C1(CC1)C=1C(=C2C=CN(C2=C(C1)C)C(=O)OC(C)(C)C)C[C@@H]1[C@H](CN(CC1)CC(F)(F)F)C1=CC=C(C=C1)C(=O)OC